C(C1=CC=CC=C1)SC1=C(C(=CC(=C1)C)I)NC(C)=O N-(2-(benzylthio)-6-iodo-4-methylphenyl)acetamide